1-(3,5-dichlorophenyl)-4-{1H-[1,2,3]triazolo[4,5-c]pyridin-6-yl}-1H-imidazole ClC=1C=C(C=C(C1)Cl)N1C=NC(=C1)C1=CC2=C(C=N1)N=NN2